CC=1C=C(C=O)C=CC1N1CC2=CC(=CC=C2CC1)C(F)(F)F 3-methyl-4-[7-(trifluoromethyl)-1,2,3,4-tetrahydroisoquinolin-2-yl]benzaldehyde